5-(8-fluoroimidazo[1,2-a]pyridin-6-yl)-N-((1-(trifluoromethyl)cyclopropyl)methyl)-7H-pyrrolo[2,3-d]pyrimidin-2-amine FC=1C=2N(C=C(C1)C1=CNC=3N=C(N=CC31)NCC3(CC3)C(F)(F)F)C=CN2